hafnium-Oxide [O-2].[Hf+4].[O-2]